5-(1-(1-(3-(4-fluorophenyl)-1,2,4-oxadiazol-5-yl)ethyl)-1H-pyrazol-4-yl)-2-methoxy-N-(5-oxo-5,6,7,8-tetrahydro-1,6-naphthyridin-3-yl)benzenesulfonamide FC1=CC=C(C=C1)C1=NOC(=N1)C(C)N1N=CC(=C1)C=1C=CC(=C(C1)S(=O)(=O)NC=1C=NC=2CCNC(C2C1)=O)OC